N-(3-chloro-4-fluorophenyl)-4-(5-(3,3-difluorobut-1-yn-1-yl)-5-hydroxyoctahydropentalen-2-yl)-1-methyl-1H-imidazole-5-carboxamide ClC=1C=C(C=CC1F)NC(=O)C1=C(N=CN1C)C1CC2CC(CC2C1)(O)C#CC(C)(F)F